2-((5-methoxy-7-methyl-1H-indol-4-yl)(piperidin-3-yl)methyl)-2H-indazole-6-carbonitrile COC=1C(=C2C=CNC2=C(C1)C)C(N1N=C2C=C(C=CC2=C1)C#N)C1CNCCC1